C(C)(=O)NC1=CC(=C(C=O)C(=C1)Cl)Cl 4-acetylamino-2,6-dichlorobenzaldehyde